NC1=C(C=C(C=C1)S(=O)(=O)C)C#CC1=CC=CC=2N1N=C(N2)NC(=O)C2CC2 N-[5-[2-(2-amino-5-methanesulfonyl-phenyl)ethynyl]-[1,2,4]triazolo[1,5-a]pyrid-2-yl]cyclopropanecarboxamide